6,7-bis(methoxy-d3)isoquinolin-1(2H)-one C(OC=1C=C2C=CNC(C2=CC1OC([2H])([2H])[2H])=O)([2H])([2H])[2H]